Cl.O=C1NC(CC[C@H]1NC(C1=CC=C(C=C1)N1CCNCC1)=O)=O |r| (±)-N-(2,6-dioxopiperidin-3-yl)-4-(piperazin-1-yl)benzamide hydrochloride